COC1=NC(=NN2C1=C(C=C2)C2=CC=1N(C=C2)N=CC1)NC1CC(C1)(N)C Trans-N1-(4-methoxy-5-(pyrazolo[1,5-a]pyridin-5-yl)pyrrolo[2,1-f][1,2,4]triazin-2-yl)-3-methylcyclobutane-1,3-diamine